8,8'-(((4-hydroxy-cyclohexyl)meth-yl)azanediyl)bis-(N,N-didecyloctan-amide) OC1CCC(CC1)CN(CCCCCCCC(=O)N(CCCCCCCCCC)CCCCCCCCCC)CCCCCCCC(=O)N(CCCCCCCCCC)CCCCCCCCCC